FC(COC=1C(=NC(=NC1OC)NS(=O)(=O)C1=CNC(=C1)C1=NC=CC=N1)OC)F N-[5-(2,2-difluoroethoxy)-4,6-dimethoxy-pyrimidin-2-yl]-5-pyrimidin-2-yl-1H-pyrrole-3-sulfonamide